CC(CC(=O)[O-])CC β-methylvalerate